2-(4-trifluoromethylphenyl)pyridine FC(C1=CC=C(C=C1)C1=NC=CC=C1)(F)F